bis(2,3-epoxypropyl)sulfide C(C1CO1)SCC1CO1